N=1N=CC2=NC=C(CC21)C(=O)N pyrazolo-[4,3-b]pyridin-6-carboxamide